(S)-6-((1-benzyl-3-oxoisoindolin-2-yl)methyl)benzo[d]oxazol-2(3H)-one C(C1=CC=CC=C1)[C@@H]1N(C(C2=CC=CC=C12)=O)CC1=CC2=C(NC(O2)=O)C=C1